FC=1C=NC(=NC1)NC(CN1C(C2=CC=C(C(=C2C2(C(C2)(F)F)C1)F)C1CC1)=O)=O N-(5-fluoropyrimidin-2-yl)-2-[6-cyclopropyl-1',1',5-trifluoro-1-oxospiro[3H-isoquinoline-4,2'-cyclopropane]-2-yl]acetamide